porphyrin trimagnesium [Mg].[Mg].[Mg].C12=CC=C(N1)C=C1C=CC(=N1)C=C1C=CC(N1)=CC=1C=CC(N1)=C2